1-(2-((3R,5S,8R,9S,10S,13S,14S,17S)-3-hydroxy-3,10,13-trimethyl-hexadecahydro-1H-cyclopenta[a]phenanthren-17-yl)-2-oxoethyl)-1H-pyrazole-4-carboxylic acid O[C@@]1(CC[C@@]2([C@H]3CC[C@@]4([C@H](CC[C@H]4[C@@H]3CC[C@H]2C1)C(CN1N=CC(=C1)C(=O)O)=O)C)C)C